methyl (1S,4s)-4-{2-[(R)-2-(5-fluoro-3-pyridyl)-2-hydroxyethylamino]-2-methylpropyl}cyclohexanecarboxylate FC=1C=C(C=NC1)[C@H](CNC(CC1CCC(CC1)C(=O)OC)(C)C)O